Cl.FC(OC1=C(C=CC=C1)C1=NOC=C1)(F)F 3-(2-(trifluoromethoxy)phenyl)isoxazole hydrochloride